O[C@H]1C2(CN(C2)C(=O)[O-])C[C@H]1[C@H]1N2C(C3=CC=CC=C13)=CN=C2 (5R,6S)-5-hydroxy-6-((R)-5H-imidazo[5,1-a]isoindol-5-yl)-2-azaspiro[3.3]heptan-2-carboxylate